isopropyl-2-(3-pyridyl)indazole-4-carboxamide C(C)(C)C=1N(N=C2C=CC=C(C12)C(=O)N)C=1C=NC=CC1